3-((6-((dimethyl-(oxo)-λ6-sulfanylidene)amino)pyridin-2-yl)thio)propanoic acid methyl ester COC(CCSC1=NC(=CC=C1)N=S(=O)(C)C)=O